C1(CC1)N1N=CC(=C1C1=NCC=2C(=N1)N(NC2)CC2=CC=C(C=C2)C=2N(C=C(N2)C(F)(F)F)CC)OC 6-(1-cyclopropyl-4-methoxy-1H-pyrazol-5-yl)-1-(4-(1-ethyl-4-(trifluoromethyl)-1H-imidazol-2-yl)benzyl)4H-pyrazolo[3,4-d]pyrimidine